O=C1NC(CCC1N1C(C2=CC(=C(C=C2C1)N1CCN(CC1)CC1CCC(CC1)NC(OC(C)(C)C)=O)F)=O)=O tert-butyl ((1r,4r)-4-((4-(2-(2,6-dioxopiperidin-3-yl)-6-fluoro-1-oxoisoindolin-5-yl)piperazin-1-yl)methyl)cyclohexyl)carbamate